(S)-5-((((3'-chloro-2'-(2-chloro-3-((3-fluoro-4-((((R)-2-hydroxypropyl)amino)methyl)pyridin-2-yl)amino)phenyl)-6-methoxy-[2,4'-bipyridin]-5-yl)methyl)amino)methyl)pyrrolidin-2-one ClC=1C(=NC=CC1C1=NC(=C(C=C1)CNC[C@@H]1CCC(N1)=O)OC)C1=C(C(=CC=C1)NC1=NC=CC(=C1F)CNC[C@@H](C)O)Cl